5-methyl-4,5-dihydropyrido[3,4-e][1,2,3]triazolo[1,5-a]pyrazin-6-amine CN1CC=2N(C3=C1C(=NC=C3)N)N=NC2